(1R,2S,5S)-3-(2-(3-acetyl-5-(2-methylpyrimidin-5-yl)-1H-pyrazolo[3,4-b]pyridin-1-yl)acetyl)-N-(6-bromo-3-methylpyridin-2-yl)-3-azabicyclo[3.1.0]hexane-2-carboxamide C(C)(=O)C1=NN(C2=NC=C(C=C21)C=2C=NC(=NC2)C)CC(=O)N2[C@@H]([C@@H]1C[C@@H]1C2)C(=O)NC2=NC(=CC=C2C)Br